CC=1C=C(C=CC1C(NC=1SC(=CN1)C1=CC=CC=C1)=O)NCCOCCOCCOCCOCCOCCNC(OC(C)(C)C)=O tert-butyl (17-((3-methyl-4-((5-phenylthiazol-2-yl)carbamoyl)phenyl)amino)-3,6,9,12,15-pentaoxaheptadecyl)carbamate